OC1=CC=C(C=C1)C1=NCC=2ON=C(C2C=2C=CC(=NC12)N(C(OC(C)(C)C)=O)C)C tert-butyl N-[9-(4-hydroxyphenyl)-3-methyl-5-oxa-4,8,11-triazatricyclo[8.4.0.02,6]tetradeca-1(10),2(6),3,8,11,13-hexaen-12-yl]-N-methyl-carbamate